bis(t-pentyloxy)-tin (II) C(C)(C)(CC)O[Sn]OC(C)(C)CC